[18F]Fluoroethyl-harmine [18F]CCCC1=NC=CC=2C3=CC=C(OC)C=C3NC12